CC1=CC=2OCCNC2C=N1 7-methyl-3,4-dihydro-2H-pyrido[4,3-b][1,4]Oxazine